1-isopentyl-N-((5-phenyl-1,3,4-thiadiazol-2-yl)methyl)-1H-1,2,3-triazole-4-carboxamide C(CC(C)C)N1N=NC(=C1)C(=O)NCC=1SC(=NN1)C1=CC=CC=C1